C(C1=CC=CC=C1)OC1=C(C=C(C=C1[N+](=O)[O-])C(COC)=O)F 1-(4-(Benzyloxy)-3-fluoro-5-nitrophenyl)-2-methoxyethan-1-one